2',2'-difluorodeoxycytidine FC1([C@@H](O[C@@H]([C@H]1O)CO)N1C(=O)N=C(N)C=C1)F